(S)-tert-butyl (1-((2-(1-(5-cyanopyridin-2-yl)piperidin-4-yl) acetamido)oxy)propan-2-yl)carbamate C(#N)C=1C=CC(=NC1)N1CCC(CC1)CC(=O)NOC[C@H](C)NC(OC(C)(C)C)=O